BrC=1C=C2C(=NC1)N(N=C2C(=O)O)COCC[Si](C)(C)C 5-bromo-1-[[2-(trimethylsilyl)ethoxy]methyl]pyrazolo[3,4-b]pyridine-3-carboxylic acid